C1(CC1)C([C@@H](C=1OC2=C(N1)C=C(C=C2)CN2C(N[C@@H](C2)C(F)(F)F)=O)NC(=O)C=2C(=NOC2)CC)C2CC2 N-((S)-2,2-dicyclopropyl-1-(5-(((S)-2-oxo-4-(trifluoromethyl)imidazolidin-1-yl)methyl)benzo[d]oxazol-2-yl)ethyl)-3-ethylisoxazole-4-carboxamide